ClC=1C=C(C=C(C1OC=1C=C2C(=NC1)NC1=C2C(COC1(C)C)(C)C)Cl)N1N=C(C(NC1=O)=O)C#N 2-(3,5-dichloro-4-((5,5,8,8-tetramethyl-5,6,8,9-tetrahydropyrano[4',3':4,5]-pyrrolo[2,3-b]pyridin-3-yl)oxy)phenyl)-3,5-dioxo-2,3,4,5-tetrahydro-1,2,4-triazine-6-carbonitrile